methyl trans-4-[(5-fluorobenzimidazol-1-yl)methyl]cyclohexanecarboxylate FC1=CC2=C(N(C=N2)C[C@@H]2CC[C@H](CC2)C(=O)OC)C=C1